5-bromo-3-chloro-N1-[5-(difluoromethyl)-1,3,4-thiadiazol-2-yl]benzene-1,2-diamine BrC1=CC(=C(C(=C1)NC=1SC(=NN1)C(F)F)N)Cl